(Z)-2-((1-((benzhydryloxy)carbonyl)cyclobutoxy)imino)-2-(2-((tert-butoxycarbonyl)amino)thiazol-4-yl)acetic acid C(C1=CC=CC=C1)(C1=CC=CC=C1)OC(=O)C1(CCC1)O\N=C(/C(=O)O)\C=1N=C(SC1)NC(=O)OC(C)(C)C